C1=NC=CC2=CC=NC=C12 2,7-naphthyridin